(2r,4r)-1-(tert-butoxycarbonyl)-4-hydroxy-4-(trifluoromethyl)pyrrolidine-2-carboxylic acid C(C)(C)(C)OC(=O)N1[C@H](C[C@@](C1)(C(F)(F)F)O)C(=O)O